tert-butyl 3-[(E)-3-(dimethylamino) propane-2-enoyl]-3-methyl-azetidine-1-carboxylate CN(/C=C/C(=O)C1(CN(C1)C(=O)OC(C)(C)C)C)C